C(\C=C(/C)\CCC[C@H](C)CCC[C@H](C)CCCC(C)C)OC\C=C(/C)\CCC[C@H](C)CCC[C@H](C)CCCC(C)C phytyl ether